(+/-)-(1S,3S)-3-((2-methyl-6-(1-methyl-5-(((methyl(oxetan-3-yl)carbamoyl)oxy)methyl)-1H-pyrazol-4-yl)pyridin-3-yl)oxy)cyclohexane-1-carboxylic acid CC1=NC(=CC=C1O[C@@H]1C[C@H](CCC1)C(=O)O)C=1C=NN(C1COC(N(C1COC1)C)=O)C |r|